S1C=CC=2C1=CC=1C=CC=NC1C2 thieno[2,3-g]quinoline